Triglyceryl Monooleate CCCCCCCC/C=C\CCCCCCCC(=O)OCC(COCC(COCC(COCC(COCC(COCC(COCC(COCC(COCC(COCC(CO)O)O)O)O)O)O)O)O)O)O